3-methyl-N-(4-oxazolo[5,4-b]pyridin-2-ylphenyl)oxetan-3-carboxamide CC1(COC1)C(=O)NC1=CC=C(C=C1)C=1OC2=NC=CC=C2N1